2-[4-(1,3-benzothiazol-2-yl-methyl)piperazin-1-yl]-4-cyclopropyl-N-ethylsulfonyl-benzamide S1C(=NC2=C1C=CC=C2)CN2CCN(CC2)C2=C(C(=O)NS(=O)(=O)CC)C=CC(=C2)C2CC2